ClC(CC)C(CC1=NNC=N1)(CC1=C(C=CC=C1)Cl)O 2-(1-chloropropyl)-3-(2-chlorophenyl)-2-hydroxypropyl-1,2,4-triazole